1-(5-Bromo-2,3-dihydro-indol-1-yl)-2-((R)-3-methyl-piperazin-1-yl)-ethanone BrC=1C=C2CCN(C2=CC1)C(CN1C[C@H](NCC1)C)=O